N1C(CC2=CC=C(C=C12)C(=O)[O-])=O 2-oxindole-6-carboxylate